BrC1=C(C=C2C(=NC(=NC2=C1F)OCC12CCCN2CC(C1)=C(F)F)N1C[C@H]2C[C@H]([C@@H](C1)C2)O[Si](C)(C)C(C)(C)C)F 7-bromo-4-((1R,5R,6R)-6-((tert-butyldimethylsilyl)oxy)-3-azabicyclo[3.2.1]octan-3-yl)-2-((2-(difluoromethylene)tetrahydro-1H-pyrrolizin-7a(5H)-yl)methoxy)-6,8-difluoroquinazoline